NC1=C(C=C(C=C1)C1=CC=CC=C1OCC)[N+](=O)[O-] 4'-amino-6-ethoxy-3'-nitro-[1,1'-biphenyl]